(S)-4-(6-chloro-4-(4-(methylsulfonyl)tetrahydro-2H-pyran-4-yl)pyridin-2-yl)-3-ethyl-morpholine ClC1=CC(=CC(=N1)N1[C@H](COCC1)CC)C1(CCOCC1)S(=O)(=O)C